ON=C(N)C1=CC=C(C=C1)C1=NOC(C1)(C(F)(F)F)O N'-hydroxy-4-[5-hydroxy-5-(trifluoromethyl)-4,5-dihydro-1,2-oxazol-3-yl]benzenecarboximidamide